3,5-Dichloro-4-((3-methyl-2-phenylquinolin-6-yl)oxy)phenyl-3,5-dioxo-2,3,4,5-tetrahydro-1,2,4-triazine-6-carbonitrile ClC=1C=C(C=C(C1OC=1C=C2C=C(C(=NC2=CC1)C1=CC=CC=C1)C)Cl)N1N=C(C(NC1=O)=O)C#N